carbonyldioxy[bis(1,2,3-benzotriazole)] C(=O)(OC1=CC=CC=2NN=NC21)OC2=CC=CC=1NN=NC12